C1(=C2N(C=N1)CCC2)C(C(=O)OCC)N2N=C1C(=C(C=CC1=C2)C=2C=CC(=NC2)N2CC1(CN(C1)C(=O)OC(C)(C)C)C2)F tert-butyl 6-(5-(2-(1-(6,7-dihydro-5H-pyrrolo[1,2-c]imidazol-1-yl)-2-ethoxy-2-oxoethyl)-7-fluoro-2H-indazol-6-yl)pyridin-2-yl)-2,6-diazaspiro[3.3]heptane-2-carboxylate